C(C)(C)(C)OC(=O)NC[C@@H](C(=O)O)N1C(C=CC1=O)=O (2S)-3-[(tert-butoxycarbonyl)amino]-2-(2,5-dioxopyrrol-1-yl)propanoic acid